P(=O)(OCCCOC(C=C)=O)([O-])[O-] acryloxy-propyl phosphate